FC(C(=O)N)(C(C)=O)F 2,2-difluoro-3-oxobutanamide